FC1=C(C(=C(C(=C1F)F)F)F)S(=O)(=O)NC1CN(C1)C=1C2=C(N=CN1)CN(CC2)C2=CC=CC1=CC=CC=C21 2,3,4,5,6-pentafluoro-N-(1-(7-(naphthalen-1-yl)-5,6,7,8-tetrahydropyrido[3,4-d]pyrimidin-4-yl)azetidin-3-yl)benzenesulfonamide